(3R,5R)-5-(3-((2-(methoxymethyl) pyrazolo[1,5-a]pyrazin-4-yl)amino)-1H-pyrazol-5-yl)tetrahydrofuran-3-yl bicyclo[2.2.2]octan-1-ylcarbamate C12(CCC(CC1)CC2)NC(O[C@H]2CO[C@H](C2)C2=CC(=NN2)NC=2C=1N(C=CN2)N=C(C1)COC)=O